3-bromo-N-methyl-5-(1-methyl-1H-pyrazol-4-yl)pyridin-2-amine BrC=1C(=NC=C(C1)C=1C=NN(C1)C)NC